N-(4-(Isothiazol-4-Yl)Phenyl)-5,7-Dimethylpyrazolo[1,5-A]Pyrimidine-3-Carboxamide S1N=CC(=C1)C1=CC=C(C=C1)NC(=O)C=1C=NN2C1N=C(C=C2C)C